ClC1=CC=C(CN2C(C(N(CC2=O)C(C)C)=O)C2=CC(=CC=C2)Cl)C=C1 4-(4-chlorobenzyl)-3-(3-chlorophenyl)-1-isopropylpiperazin-2,5-dione